2-methyl-4-trifluoromethyl-1,3-thiazole CC=1SC=C(N1)C(F)(F)F